O1CC=C2C1=NC=1C(=N2)C=CN1 furo[2,3-b]pyrrolo[3,2-e]pyrazine